C(#C)C=1C(=NC=CC1)C(=O)O 3-ETHYNYLPICOLINIC ACID